ClC1=CNC2=C(C=CC=C12)NS(=O)(=O)C=1C=NN(C1)S(=O)(=O)C=1C=NNC1 N-(3-Chloro-1H-indol-7-yl)-1-(1H-pyrazol-4-ylsulfonyl)pyrazol-4-sulfonamid